[Pd](Cl)Cl.C=CCC butene palladium chloride